C(#N)C=1C(=CC2=C(OCCN2C(CN2C[C@H](N(C[C@@H]2CN2[C@@H](COCC2)C)C(=O)OC(C)(C)C)C)=O)N1)CC1=CC=C(C=C1)F tert-butyl (2R,5S)-4-(2-(6-cyano-7-(4-fluorobenzyl)-2,3-dihydro-1H-pyrido[2,3-b][1,4]oxazin-1-yl)-2-oxoethyl)-2-methyl-5-(((R)-3-methylmorpholino)methyl)piperazine-1-carboxylate